FC12CCC(CC1)(C2)C(=O)N2C[C@H]1OC3=C([C@@H]2C1)C=NC=C3C#CC3COC3 (4-fluorobicyclo[2.2.1]heptan-1-yl)((2S,5S)-9-(oxetan-3-ylethynyl)-2,3-dihydro-2,5-methanopyrido[3,4-f][1,4]oxazepin-4(5H)-yl)methanone